C(N)(O)=O.C(C)(C1=NC(=CC=C1)C(C)=NO)=NO 2,6-diacetyl-pyridine dioxime carbamate